C(C)(C)(C)OC(=O)N1C(C2=C(CC1)NC(=C2NC2=C(C(=CC=C2)Cl)OC)C2=C(C=NC=C2)OC[C@H]2CN(CCO2)C(=O)OC(C)(C)C)=O tert-butyl (2R)-2-[({4-[5-(tert-butoxycarbonyl)-3-[(3-chloro-2-methoxyphenyl)amino]-4-oxo-1H,6H,7H-pyrrolo[3,2-c]pyridin-2-yl]pyridin-3-yl}oxy)methyl]morpholine-4-carboxylate